ClC=1C=C(C=CC1Cl)N1C(N(C(C2=CC=CC=C12)=O)C1=NC=CC=C1)=O 1-(3,4-dichlorophenyl)-3-(pyridin-2-yl)quinazoline-2,4(1H,3H)-dione